BrC=1C2=C(C(N(C1)C)=O)NC=C2C(C(Cl)(Cl)Cl)=O 4-bromo-6-methyl-3-(2,2,2-trichloroacetyl)-1H-pyrrolo[2,3-c]pyridine-7-one